ClC=1C(=C(C(=CC1)F)C1=C(C(=NN(C1=O)C)C)OC(C(C)C)=O)\C=C\C=1C=C2C=CC(=NC2=CC1)C 2-Methylpropanoic acid [5-[3-chloro-6-fluoro-2-[(E)-2-(2-methyl-6-quinolinyl) vinyl] phenyl]-1,3-dimethyl-6-oxo-pyridazin-4-yl] ester